4-methoxy-N1-(1-methyl-1H-pyrazol-4-yl)-6-(4-methylpiperazin-1-yl)benzene-1,3-diamine COC1=C(C=C(C(=C1)N1CCN(CC1)C)NC=1C=NN(C1)C)N